(2S,3R)-2-amino-3-(1-cyclohexylethoxy)-1-(piperidin-1-yl)butan-1-one N[C@H](C(=O)N1CCCCC1)[C@@H](C)OC(C)C1CCCCC1